FC1=C(C=CC(=C1F)OC)C1=CN=C2N1C=CN=C2NC2=CC(=C(C(=O)NCC1CCN(CC1)CC(=O)O)C=C2)CC 2-(4-((4-((3-(2,3-difluoro-4-methoxyphenyl)imidazo[1,2-a]pyrazin-8-yl)amino)-2-ethylbenzamido)methyl)piperidin-1-yl)acetic acid